CN1C2(C(C3=CC=CC=C13)(C)C)OC1=C(C=C2)C=CC=C1 1',3',3'-trimethyl-spiro[benzopyran-2,2'-indoline]